trifluoromethane copper (II) [Cu+2].FC(F)F